(2S)-N-ethyl-2-((4-(6-fluoro-1-(tetrahydro-2H-pyran-2-yl)-3-vinyl-1H-indazol-5-yl)-3-(methoxymethyl)-1-methyl-1H-pyrazol-5-yl)oxy)propan-1-amine C(C)NC[C@H](C)OC1=C(C(=NN1C)COC)C=1C=C2C(=NN(C2=CC1F)C1OCCCC1)C=C